butane-1,4-diyl-1,1,4,4-d4-bis(4-methylbenzenesulfonate) C(CCC([2H])([2H])C1=C(C=CC(=C1)C)S(=O)(=O)[O-])([2H])([2H])C1=C(C=CC(=C1)C)S(=O)(=O)[O-]